BrC1=C2C(=CC=C1)N(C(C21CCN(CC1)C(=O)C=1C=C2C=NNC2=CC1)=O)CC(=O)N1CC(C(C1)C(F)(F)F)CF 4-bromo-1-[2-[3-(fluoromethyl)-4-(trifluoromethyl)pyrrolidin-1-yl]-2-oxoethyl]-1'-(1H-indazole-5-carbonyl)spiro[indole-3,4'-piperidin]-2-one